CC1(N(CCNC1)C(=O)C1(CC=2N(CC1)N=CC2)O)C (2,2-dimethylpiperazin-1-yl)(5-hydroxy-4,5,6,7-tetrahydropyrazolo[1,5-a]pyridin-5-yl)methanone